4'-n-pentoxy-4-cyanobiphenyl C(CCCC)OC1=CC=C(C=C1)C1=CC=C(C=C1)C#N